6-fluoro-7-(2-fluoro-6-hydroxyphenyl)-1-(2-isopropyl-4-methylpyridin-3-yl)-4-(5-oxa-2,8-diazaspiro[3.5]nonan-8-yl)pyrido[2,3-d]pyrimidin-2(1H)-one FC1=CC2=C(N(C(N=C2N2CCOC3(CNC3)C2)=O)C=2C(=NC=CC2C)C(C)C)N=C1C1=C(C=CC=C1O)F